C(CCCCCCCC)(=O)OCCCCCC hexyl pelargonate